ethyl 2-[4-(2-oxotetrahydropyrimidin-1(2H)-yl)piperidin-1-yl]-6-azaspiro[3.4]octane-6-carboxylate O=C1N(CCCN1)C1CCN(CC1)C1CC2(C1)CN(CC2)C(=O)OCC